ClC=1C=CC(=C(C1)NC1=NC(=NC(=C1)C)N1C=NC(=C1)C)F N-(5-Chloro-2-fluorophenyl)-6-methyl-2-(4-methyl-1H-imidazol-1-yl)pyrimidin-4-amine